OC1=CC=C(C=C1)C1CCC(CC1)C1=CC(=C(C=C1)O)C 4-(4-(4-hydroxyphenyl)cyclohexyl)-2-methylphenol